2,5-Diacetylamino-5-oxopentanoic acid C(C)(=O)NC(C(=O)O)CCC(=O)NC(C)=O